1-(Tert-butyl)-5-fluoro-N-(3-fluoro-4-methyl-5-(8-morpholinoimidazo[1,2-a]pyridin-6-yl)phenyl)-1H-pyrazole-4-carboxamide C(C)(C)(C)N1N=CC(=C1F)C(=O)NC1=CC(=C(C(=C1)C=1C=C(C=2N(C1)C=CN2)N2CCOCC2)C)F